2-(bromomethyl)-6-chloropyridine BrCC1=NC(=CC=C1)Cl